ClC=1C=CC(=NC1)N1CC(N(C2(CC(C2)C(=O)N)C1=O)CC1=CC=C(C=C1)C(F)(F)F)=O 8-(5-chloropyridin-2-yl)-6,9-dioxo-5-(4-(trifluoromethyl)benzyl)-5,8-diazaspiro[3.5]nonane-2-carboxamide